(R)-2-((S)-1,2-dihydroxy ethyl)-4-hydroxy-5-oxo-2,5-dihydrofuran-3-olate O[C@@H](CO)[C@H]1OC(C(=C1[O-])O)=O